tert-butyl 4-(8-chloro-3-(5-(difluoromethyl)-1,3,4-thiadiazol-2-yl)-6-(N-(1-(fluoromethyl)cyclopropyl)sulfamoyl)indolizin-1-yl)-5,6-dihydropyridine-1(2H)-carboxylate ClC1=CC(=CN2C(=CC(=C12)C1=CCN(CC1)C(=O)OC(C)(C)C)C=1SC(=NN1)C(F)F)S(NC1(CC1)CF)(=O)=O